C(CC)C=1OC=C(C1)C(C)(C)O 2-n-propyl-4-(α-hydroxyisopropyl)furan